COC1=CC=C(COC=2C=C(C(=O)NCC#C)C=CC2OCC2=CC=C(C=C2)OC)C=C1 3,4-bis((4-methoxybenzyl)oxy)-N-(prop-2-yn-1-yl)benzamide